CN1N=CC(=C1C)C1C[C@H](N(CC1)CC1=C2C=CN(C2=C(C=C1OC)C)C(=O)OC(C)(C)C)C1=CC=C(C=C1)C(=O)OC t-butyl (S)-4-((4-(1,5-dimethyl-1H-pyrazol-4-yl)-2-(4-(methoxycarbonyl) phenyl) piperidin-1-yl) methyl)-5-methoxy-7-methyl-1H-indole-1-carboxylate